NC1=NN(C2=C(C=C(C(=C12)OC1=C(C=CC(=C1)F)Cl)NC(C1=CC(=CC(=C1)C(F)(F)F)F)=O)Cl)C N-(3-Amino-7-chloro-4-(2-chloro-5-fluorophenoxy)-1-methyl-1H-indazol-5-yl)-3-fluoro-5-(trifluoromethyl)benzamide